Tert-butyl 4-[1-(2,6-dibenzyloxy-3-pyridyl)-5-fluoro-3-methyl-2-oxo-benzimidazol-4-yl]-3,6-dihydro-2H-pyridine-1-carboxylate C(C1=CC=CC=C1)OC1=NC(=CC=C1N1C(N(C2=C1C=CC(=C2C=2CCN(CC2)C(=O)OC(C)(C)C)F)C)=O)OCC2=CC=CC=C2